C(C)S(=O)(=O)O.C(C)S(=O)(=O)O ethylsulfonate (ethanesulfonate)